FC(C(C)O)(F)F 1,1,1-trifluoro-propan-2-ol